1-bromo-3-morpholino-6,7-dihydro-4H-pyrazino[2,1-a]isoquinolin-4-one BrC=1N=C(C(N2C1C1=CC=CC=C1CC2)=O)N2CCOCC2